N-(6-chloro-1-(3-(4-hydroxyphenyl)prop-2-yn-1-yl)-3-methyl-2,4-dioxo-1,2,3,4-tetrahydropyrimidin-5-yl)-3-(p-tolyl)propanamide ClC1=C(C(N(C(N1CC#CC1=CC=C(C=C1)O)=O)C)=O)NC(CCC1=CC=C(C=C1)C)=O